NC1CCC(CC1)NC1=NC2=C(C=C(C=C2C=N1)C=1C=CC(=NC1C)NS(=O)(=O)C1=C(C=CC=C1)C)CC N-(5-(2-(((1r,4r)-4-aminocyclohexyl)amino)-8-ethylquinazolin-6-yl)-6-methylpyridin-2-yl)-2-methylbenzenesulfonamide